CN1C=NC=2C(N(C=3N=C(C=CC3C21)C(F)(F)F)C2=C(C=CC=C2)C(F)(F)F)=O 1-methyl-7-(trifluoromethyl)-5-(2-(trifluoromethyl)phenyl)-1,5-dihydro-4H-imidazo[4,5-c][1,8]Naphthyridin-4-one